methyl N-[5-[6-[(4-methoxy-2-pyridyl)-methyl-carbamoyl]imidazo[1,2-a]pyrazin-3-yl]-2-pyridyl]carbamate COC1=CC(=NC=C1)N(C(=O)C=1N=CC=2N(C1)C(=CN2)C=2C=CC(=NC2)NC(OC)=O)C